CC(C1=CC=CC=C1)(C)C=1C(=C(C=C(C1)C(C1=CC=CC=C1)(C)C)N1N=C2C(=N1)C=CC=C2)O 2-[3',5'-di(α,α-dimethylbenzyl)-2'-hydroxyphenyl]-benzotriazole